C(CC)(=O)ONC(=O)OCC1=CC=C(C=C1)NC(CC1=CC=C(C=C1)F)=O ((((4-(2-(4-fluorophenyl) acetamido) benzyl) oxy) carbonyl) amino) propionate